4,4-dimethyl-6-(2-((3-(morpholinosulfonyl)phenyl)amino)pyrimidin-4-yl)-3,4-dihydroisoquinolin-1(2H)-one CC1(CNC(C2=CC=C(C=C12)C1=NC(=NC=C1)NC1=CC(=CC=C1)S(=O)(=O)N1CCOCC1)=O)C